ClC(C#N)=C α-chloroacrylnitrile